OC1CCC(CC1)N1C(C2=CC=CC=C2C1=O)=O 2-((1R,4R)-4-hydroxycyclohexyl)isoindole-1,3-dione